C1CC12CCN(CC2)C2=C(C(=O)NC1=NC(=CC=C1)N1C[C@H](OCC1)C)C=CC(=C2)S(=O)(=N)C2CC2 2-(6-Azaspiro[2.5]octan-6-yl)-4-(S-cyclopropylsulfonimidoyl)-N-(6-((2R)-2-methyl-4-morpholinyl)-2-pyridinyl)benzamide